4-(2-((tert-butyldimethylsilyl)oxy)ethoxy)morpholine [Si](C)(C)(C(C)(C)C)OCCON1CCOCC1